(E)-2-isocyano-2-(3-oxo-2,3-dihydro-1H-indene-1-ylidene)acetonitrile [N+](#[C-])/C(/C#N)=C/1\CC(C2=CC=CC=C12)=O